5,7,8-trichloro-2-sulfanylidene-1H,3H-pyrido[4,3-d]pyrimidin-4-one ClC1=NC(=C(C=2NC(NC(C21)=O)=S)Cl)Cl